N1CC(C1)CN(C=1C2=C(N=C(N1)OC[C@]13CCCN3C[C@@H](C1)F)C(=C(N=C2)C2=CC=CC1=CC=C(C(=C21)CC)F)F)C N-(azetidin-3-ylmethyl)-7-(8-ethyl-7-fluoronaphthalen-1-yl)-8-fluoro-2-(((2R,7aS)-2-fluorohexahydro-1H-pyrrolizin-7a-yl)methoxy)-N-methylpyrido[4,3-d]pyrimidin-4-amine